C(C)C(C1CO1)COS(=O)(=O)C1=CC=C(C)C=C1 3-ethyl-3-(p-toluenesulfonyloxymethyl) propylene oxide